2-(5-(trifluoromethyl)pyridin-2-yl)acetic acid FC(C=1C=CC(=NC1)CC(=O)O)(F)F